methyl 4-hydroxy-1-methyl-1H-pyrazolo[4,3-c][1,7]naphthyridine-8-carboxylate OC1=NC=2C=NC(=CC2C2=C1C=NN2C)C(=O)OC